Cl.ClC1=C(C=CC(=C1)Cl)[C@@H](C)NC1=NC(=NC=C1OC)N1CCN(CC1)C(=O)[C@@H]1NCCC1 [4-[4-[[(1R)-1-(2,4-dichlorophenyl)ethyl]amino]-5-methoxy-pyrimidin-2-yl]piperazin-1-yl]-[(2R)-pyrrolidin-2-yl]methanone hydrochloride